CS(=O)(=O)N1OCCC1C1=CC=CC=C1 2-(methylsulfonyl)-3-phenyl-isoxazolidine